ethyl 2-[(2S,3R)-3-[tert-butyl (dimethyl) silyl] oxy-2-(cyclopentoxy)-3-(3,5-dimethoxy-4-methyl-phenyl) propyl]-6-(methylamino)-1,3-benzothiazole-4-carboxylate [Si](C)(C)(C(C)(C)C)O[C@@H]([C@H](CC=1SC=2C(N1)=C(C=C(C2)NC)C(=O)OCC)OC2CCCC2)C2=CC(=C(C(=C2)OC)C)OC